S(=O)(=O)(C1=CC=C(C)C=C1)CCCOC=1C=C2CC[C@](OC2=C(C1C)C)(CCC=C(CCC=C(CCC=C(C)C)C)C)C (R)-6-(3-Tosyl-propoxy)-2,7,8-trimethyl-2-(4,8,12-trimethyl-trideca-3,7,11-trien-1-yl)chroman